O=C(CNS(=O)(=O)C1=CN=NC=C1)C1=CC=C(C=C1)C1=NOC(=N1)C(F)(F)F N-(2-oxo-2-(4-(5-(trifluoromethyl)-1,2,4-oxadiazol-3-yl)phenyl)ethyl)pyridazine-4-sulfonamide